3-sec-butyl-1-ethyl-4-hydroxy-5-n-propyl-pyrazole C(C)(CC)C1=NN(C(=C1O)CCC)CC